F[C@@H]1[C@@H](C1)C(=O)NC1=CC(=C(N=N1)C(=O)NC([2H])([2H])[2H])NC1=NC=CC(=C1OC)C1=NN(N=C1)C 6-((1S,2S)-2-fluorocyclopropane-1-carboxamido)-4-((3-methoxy-4-(2-methyl-2H-1,2,3-triazol-4-yl)pyridin-2-yl)amino)-N-(methyl-d3)pyridazine-3-carboxamide